2-hydroxy-3-[N-[4-[methyl-[2-(4-methylpiperazin-1-yl)acetyl]amino]phenyl]-C-phenylformamido]-1H-indole-6-carboxylic acid methyl ester COC(=O)C1=CC=C2C(=C(NC2=C1)O)N(C(=O)C1=CC=CC=C1)C1=CC=C(C=C1)N(C(CN1CCN(CC1)C)=O)C